P(=O)(O)(O)O[C@H]1[C@@H](O[C@@H]([C@H]1O)CO)N1C(=O)NC(=O)C=C1 uridine 2'-phosphate